NC=1NC=C(N1)CCN[C@@H](C)C(=O)O (2-amino-1H-imidazol-4-yl)ethyl-alanine